ethyl-7-bromo-5-methyl-3H-pyridazino[4,5-b]indol-4(5H)-one C(C)C1=NNC(C=2N(C=3C=C(C=CC3C21)Br)C)=O